FC1=CC(=C(C=C1)C=1C(=NC(=CN1)C1=CN(C(C=C1)=O)C)C1=NN2C(CN(CC2)C(=O)OC(C)(C)C)=C1)OC(C)C tert-butyl 2-[3-(4-fluoro-2-isopropoxy-phenyl)-6-(1-methyl-6-oxo-3-pyridinyl) pyrazin-2-yl]-6,7-dihydro-4H-pyrazolo[1,5-a]pyrazine-5-carboxylate